N[C@H](CC1=C(C=2N=C(N=C(C2S1)NCC=1C=NSC1)Cl)C)C 6-[(2S)-2-aminopropyl]-2-chloro-7-methyl-N-[(1,2-thiazol-4-yl)methyl]thieno[3,2-d]pyrimidin-4-amine